1-(6-fluoropyridin-2-yl)-N-((5-(trifluoromethyl)pyridin-2-yl)methyl)ethan-1-amine FC1=CC=CC(=N1)C(C)NCC1=NC=C(C=C1)C(F)(F)F